N-(2-(1-(5-ethoxy-6-methoxypyridin-3-yl)-2-(methylsulfonyl)ethyl)-1,3-dioxoisoindolin-4-yl)acetamide C(C)OC=1C=C(C=NC1OC)C(CS(=O)(=O)C)N1C(C2=CC=CC(=C2C1=O)NC(C)=O)=O